FC1(CC2(C1)C[C@@H](NCC2)C=2C=NN(C2)C)F |r| (RS)-2,2-difluoro-6-(1-methyl-1H-pyrazol-4-yl)-7-azaspiro[3.5]nonane